C(C)S(=O)(=O)C1=C(SC2=C1SC=C2NC(=O)NC)C2=NC1=C(C=NC(=C1)C(F)(F)F)N2C 1-{6-(Ethylsulfonyl)-5-[3-methyl-6-(trifluoromethyl)-3H-imidazo[4,5-c]pyridin-2-yl]thieno[3,2-b]thiophene-3-yl}-3-methylurea